(2S,4R)-4-[4-(2-chloro-1-oxy-pyridin-4-yl)-2-trifluoromethyl-benzenesulfonyl]-1-(1-trifluoromethyl-cyclopropanecarbonyl)-pyrrolidine-2-carboxylic acid (1-cyano-cyclopropyl)-amide C1CC1(C#N)NC(=O)[C@@H]2C[C@H](CN2C(=O)C3(CC3)C(F)(F)F)S(=O)(=O)C4=C(C=C(C=C4)C5=CC(=[N+](C=C5)[O-])Cl)C(F)(F)F